3,3-difluoropropylamine hydrochloride Cl.FC(CCN)F